FCCC1=C(C=NC=C1)C(=O)N 4-(2-fluoroethyl)pyridine-3-carboxamide